C1CCC2=CC(=CC=C12)C1(C(NC2=C(C(=CC=C12)F)F)=O)C1=CC=C(C=C1)O 3-(2,3-dihydro-1H-inden-5-yl)-6,7-difluoro-3-(4-hydroxyphenyl)indol-2-one